Cl.FC1=C(C(=CC(=C1)O[C@@H]1CNCC1)F)[C@H]1N([C@@H](CC2=C3C(=CC=C12)NN=C3)C)CC(C)(C)F (6S,8R)-6-(2,6-difluoro-4-(((S)-pyrrolidin-3-yl)oxy)phenyl)-7-(2-fluoro-2-methylpropyl)-8-methyl-6,7,8,9-tetrahydro-3H-pyrazolo[4,3-f]isoquinoline hydrochloride